Racemic-4-(((S)-2-((2r,5S)-5-(1,3-dioxoisoindolin-2-yl)-1,3-dioxan-2-yl)-2-fluoroethyl)(3-fluoro-4-methoxybenzyl)amino)benzonitrile O=C1N(C(C2=CC=CC=C12)=O)C1COC(OC1)[C@H](CN(C1=CC=C(C#N)C=C1)CC1=CC(=C(C=C1)OC)F)F |r|